C(C)(C)(C)OC(C(C)(C)N1C(N(C2=C(C1=O)C(=C(S2)Br)C)C[C@H](OC2CCOCC2)C2=C(C=CC=C2)OC)=O)=O (R)-2-(6-bromo-1-(2-(2-methoxyphenyl)-2-((tetrahydro-2H-pyran-4-yl)oxy)ethyl)-5-methyl-2,4-dioxo-1,2-dihydrothieno[2,3-d]pyrimidin-3(4H)-yl)-2-methylpropionic acid tert-butyl ester